methyl 2-[1-[1,3-dioxo-2-(p-tolylsulfonyloxy)benzo[de]isoquinolin-6-yl]-4-piperidyl]acetate O=C1N(C(C2=C3C(C=CC=C13)=C(C=C2)N2CCC(CC2)CC(=O)OC)=O)OS(=O)(=O)C2=CC=C(C=C2)C